C(C)(C)(C)OC(=O)C1=NN(C=C1C1=CC=CC=C1)C1=NC(=C2N=C(N(C2=N1)CC)C1=CC=NC=C1)N1CCOCC1 (9-ethyl-6-morpholino-8-(pyridin-4-yl)-9H-purin-2-yl)-4-phenyl-1H-pyrazole-3-carboxylic acid tert-butyl ester